2-[amino(piperidin-4-yl)methyl]-3,4-dichlorophenol NC(C1=C(C=CC(=C1Cl)Cl)O)C1CCNCC1